N[C@H](C)C1=CC(=CC=2C[C@](OC21)(C)CNC(OC(C)(C)C)=O)F Tert-butyl (((R)-7-((R)-1-aminoethyl)-5-fluoro-2-methyl-2,3-dihydrobenzofuran-2-yl)methyl)carbamate